FC=1C=C(C=CC1OC1=C2C(=NC=C1)NN=C2N[C@@H](CO)C)NC(=O)C=2C(N(C=1CCCC(C1C2)=O)C2=CC=CC=C2)=O (R)-N-(3-fluoro-4-((3-((1-hydroxypropan-2-yl)amino)-1H-pyrazolo[3,4-b]pyridin-4-yl)oxy)phenyl)-2,5-dioxo-1-phenyl-1,2,5,6,7,8-hexahydroquinoline-3-carboxamide